C(CCCCCCCCCCCCCCCCC)OS(=O)(=O)CCCCCCCCCCCCF octadecylfluorododecyl-sulfonate